C1=CC(=CC=C1/C=C/CCC(CCC2=CC(=C(C=C2)O)O)O)O The molecule is a diarylheptanoid that is (6E)-6-hepten-3-ol substituted by a 3,4-dihydroxyphenyl group at position 1 and a 4-hydroxyphenyl group at position 7 respectively. It has been isolated from the rhizomes of Curcuma comosa. It has a role as a plant metabolite. It is a diarylheptanoid, a member of catechols and a secondary alcohol.